naphthalen-1-ylurea C1(=CC=CC2=CC=CC=C12)NC(=O)N